6-chloro-N-(2-(1-cyclopropylethyl)-3-oxoisoindolin-4-yl)-[1,3]dioxolo[4,5-b]pyridine-7-carboxamide ClC=1C(=C2C(=NC1)OCO2)C(=O)NC2=C1C(N(CC1=CC=C2)C(C)C2CC2)=O